6-chloronicotinic acid methyl ester COC(C1=CN=C(C=C1)Cl)=O